tert-butyl (3S,4S)-3-[[6-[6-cyclopropyl-7-(2,2-difluoroethoxy)imidazo[1,2-b]pyridazin-3-yl]pyrazin-2-yl]amino]-4-fluoro-piperidine-1-carboxylate C1(CC1)C=1C(=CC=2N(N1)C(=CN2)C2=CN=CC(=N2)N[C@H]2CN(CC[C@@H]2F)C(=O)OC(C)(C)C)OCC(F)F